C1(=CC(=CC=C1)C[C@@H]1N(CC2(CC2)[C@@H]1NS(=O)(=O)C(F)F)C(=O)[C@@H]1OCC1)C1=CC=CC=C1 N-((6S,7S)-6-([1,1'-biphenyl]-3-ylmethyl)-5-((R)-oxetane-2-carbonyl)-5-azaspiro[2.4]heptan-7-yl)-1,1-difluoromethanesulfonamide